bis[2-(dimethylamino)ethyl]ammonium Methyl-3-(tert-butyl)-2-fluoro-5-formyl-6-hydroxybenzoate COC(C1=C(C(=CC(=C1O)C=O)C(C)(C)C)F)=O.CN(CC[NH2+]CCN(C)C)C